C(C)C1N(CCC1)CCC Ethyl-propyl-pyrrolidine